vinyl-2,6-dioxa-4-heptyl ether C(=C)OC(COC)COC